COC1=C(C=C(C=C1)C1=NC(=NO1)C=1C=NC(=CC1)C)OCC#C 5-(4-methoxy-3-(prop-2-yn-1-yloxy)phenyl)-3-(6-methylpyridin-3-yl)-1,2,4-oxadiazole